ClN1C(N=C(C=C1)Cl)NC1=C(C=CC=C1)S(=O)(=O)N 2-(3,6-dichloropyrimidinyl)aminobenzenesulfonamide